BrC=1C(=C2C(=NN(C(C2=CC1)=O)CC(=O)NC1=NC=C(C=C1F)C#N)C(F)F)F 2-[6-bromo-4-(difluoromethyl)-5-fluoro-1-oxophthalazin-2-yl]-N-(5-cyano-3-fluoropyridin-2-yl)acetamide